N-methyl-1-(1-methyl-2-piperidyl)methanamine CNCC1N(CCCC1)C